CC1(CC=C(CC1)CCC1OCCO1)C 2-(2-(4,4-dimethylcyclohex-1-en-1-yl)ethyl)-1,3-dioxolane